dibenzyl N,N-diisopropylphosphoramidate C(C)(C)N(P(OCC1=CC=CC=C1)(OCC1=CC=CC=C1)=O)C(C)C